prop-2-en-1-yl 2-(5-[(5-chlorothiophen-2-yl)methyl]amino-1H-pyrazol-3-yl)-4-methanesulfonylpiperazine-1-carboxylate ClC1=CC=C(S1)CNC1=CC(=NN1)C1N(CCN(C1)S(=O)(=O)C)C(=O)OCC=C